2-[2-[2-[2-[2-[2-[2-[2-(2-bromoethoxy)ethoxy]ethoxy]ethoxy]ethoxy]ethoxy]ethoxy]ethoxy]-1,1-dimethoxy-ethane BrCCOCCOCCOCCOCCOCCOCCOCCOCC(OC)OC